(2R,3R,4R,5S)-5-((6-chloro-2-(methylthio)pyrimidin-4-yl)amino)-2-(hydroxymethyl)tetrahydro-2H-pyran-3,4-diol ClC1=CC(=NC(=N1)SC)N[C@@H]1[C@H]([C@H]([C@H](OC1)CO)O)O